3-oxo-2-pentylcyclopentaneacetate O=C1C(C(CC1)CC(=O)[O-])CCCCC